CN1[C@@H](CCC1)COC=1N=C(C2=C(C(N(CCC2)C2=CC=CC3=CC=CC=C23)=O)N1)N1C[C@@H](NCC1)CC#N 2-((S)-4-(2-(((S)-1-methylpyrrolidin-2-yl)methoxy)-8-(naphthalen-1-yl)-9-oxo-6,7,8,9-tetrahydro-5H-pyrimido[4,5-c]azepin-4-yl)piperazin-2-yl)acetonitrile